6-chloro-4-(4-chloro-2-methylbenzo[B]thiophen-3-yl)-5-hydroxy-2-methyl-3(2H)-pyridazinone ClC=1C(=C(C(N(N1)C)=O)C=1C2=C(SC1C)C=CC=C2Cl)O